FC(C=1C=C(C=CC1)N1N=CC(=C1)CC(=O)OC(C)(C)C)F Tert-butyl 2-{1-[3-(difluoromethyl)phenyl]pyrazol-4-yl}acetate